FC(C(=O)O)(F)F.CN(CCCNC(C1=C(C=CC=C1)NC(\C=C\C1=CC(=C(C=C1)OCC#C)OC)=O)=O)C (E)-N-(3-(dimethylamino)propyl)-2-(3-(3-methoxy-4-(prop-2-yn-1-yloxy)phenyl)acrylamido)benzamide trifluoroacetic acid salt